C(C)(C)(C)N(C(O)=O)[C@@H](COC=1C(=NC=C(C1)Br)Cl)C.C1=C(C=CC2=CC=CC=C12)CCNC1=CC=CC=C1 1-(2-naphthyl)-2-(phenylamino)ethane tert-butyl-(R)-(1-((5-bromo-2-chloropyridin-3-yl)oxy)propan-2-yl)carbamate